N'-(1,2,3,5,6,7-hexahydro-s-indacen-4-ylcarbamoyl)-4-(methoxymethyl)benzene-sulfonimidamide C1CCC2=C(C=3CCCC3C=C12)NC(=O)N=S(=O)(N)C1=CC=C(C=C1)COC